2-[(3-chloro-5-fluoro-pyridine-4-carbonyl)amino]-4-[2-(cyclopropoxy)ethyl-[4-(5,6,7,8-tetrahydro-1,8-naphthyridin-2-yl)butyl]amino]butanoic acid ClC=1C=NC=C(C1C(=O)NC(C(=O)O)CCN(CCCCC1=NC=2NCCCC2C=C1)CCOC1CC1)F